2-(cyclobutoxy)-1-(1-triisopropylsilylpyrazolo[3,4-b]pyridin-5-yl)ethanone C1(CCC1)OCC(=O)C=1C=C2C(=NC1)N(N=C2)[Si](C(C)C)(C(C)C)C(C)C